C=1(C(=CC=CC1)C(=O)Cl)C=1C(=CC=CC1)C(=O)Cl [1,1'-biphenyl]-2,2'-dicarbonyl dichloride